4-(tert-butyl)-N-(4-((hydroxyamino)methyl)phenyl)aniline C(C)(C)(C)C1=CC=C(NC2=CC=C(C=C2)CNO)C=C1